Codeine-d3 [2H]C([2H])([2H])N1CC[C@]23[C@@H]4[C@H]1CC5=C2C(=C(C=C5)OC)O[C@H]3[C@H](C=C4)O